ClC=1C(=C(C(=O)N2C(CC(CC2)(C(=O)O)CC2=NC(=CC=C2F)NC=2SC=CN2)C)C=CC1)F (3-chloro-2-fluorobenzoyl)-4-((3-fluoro-6-(thiazol-2-ylamino)pyridin-2-yl)methyl)-2-methylpiperidine-4-carboxylic acid